3-benzothiazolyl-coumarin S1C(=NC2=C1C=CC=C2)C=2C(OC1=CC=CC=C1C2)=O